ClC(C(=O)N(NC(=O)C=1C(=NC=CN1)C(C)N(C(C1=CC(=CC(=C1)C(F)(F)F)C(F)(F)F)=O)C)CC1=CC=C(C=C1)OC)(C)C N-(1-(3-(2-(2-chloro-2-methylpropanoyl)-2-(4-methoxybenzyl)hydrazine-1-carbonyl)pyrazin-2-yl)ethyl)-N-methyl-3,5-bis(trifluoromethyl)benzamide